4-(trityloxy)-benzaldehyde C(C1=CC=CC=C1)(C1=CC=CC=C1)(C1=CC=CC=C1)OC1=CC=C(C=O)C=C1